4-(Difluoromethyl)-2,6-bis(tosyloxy)benzoic acid FC(C1=CC(=C(C(=O)O)C(=C1)OS(=O)(=O)C1=CC=C(C)C=C1)OS(=O)(=O)C1=CC=C(C)C=C1)F